NC=1C(=NN(C1C(=O)N)C1=CC=C(C=C1)C#N)C(C)C 4-amino-1-(4-cyanophenyl)-3-isopropyl-1H-pyrazole-5-carboxamide